4-(2-cyclopropyl-6-(5-fluoro-6-(hydroxymethyl)-1-oxoisoindolin-2-yl)pyridin-4-yl)-3-(4-methyl-4H-1,2,4-triazol-3-yl)benzonitrile C1(CC1)C1=NC(=CC(=C1)C1=C(C=C(C#N)C=C1)C1=NN=CN1C)N1C(C2=CC(=C(C=C2C1)F)CO)=O